CN1N=C(C2=CC(=CC=C12)C1=CC=C(C=C1)C=1N(C=CN1)C)C(=O)O 1-methyl-5-(4-(1-methyl-1H-imidazol-2-yl)phenyl)-1H-indazole-3-carboxylic acid